methyl (2S)-2-((2S)-2-(((2-(3-chlorophenyl)-2-methyl-1-phenylpropoxy)carbonyl)amino)-3-cyclohexylpropanamido)-3-((S)-2-oxopyrrolidin-3-yl)propanoate ClC=1C=C(C=CC1)C(C(OC(=O)N[C@H](C(=O)N[C@H](C(=O)OC)C[C@H]1C(NCC1)=O)CC1CCCCC1)C1=CC=CC=C1)(C)C